C(C)OC1=C(C#N)C=C(C=C1)\C=C\OC (E)-2-ethoxy-5-(2-methoxyvinyl)benzonitrile